tert-butyl (1S,4S)-5-(7-bromo-8-fluoro-6-iodo-2-(methylthio)quinazolin-4-yl)-2,5-diazabicyclo[2.2.1]heptane-2-carboxylate BrC1=C(C=C2C(=NC(=NC2=C1F)SC)N1[C@@H]2CN([C@H](C1)C2)C(=O)OC(C)(C)C)I